2,6-dimethyl-N-(4-(4-(methylsulfonyl)thiophen-2-yl)-5-(trifluoromethyl)pyrimidin-2-yl)isoindolin-5-amine CN1CC2=CC(=C(C=C2C1)NC1=NC=C(C(=N1)C=1SC=C(C1)S(=O)(=O)C)C(F)(F)F)C